BrC=1C=NN(C1)C1(CCNCC1)CO [4-(4-bromopyrazol-1-yl)-4-piperidinyl]methanol